1,4-diamino-2-acetylanthraquinone NC1=C(C=C(C=2C(C3=CC=CC=C3C(C12)=O)=O)N)C(C)=O